BrC1=C(C(=C2C=C(N=CC2=C1)Cl)N)N 7-bromo-3-chloroisoquinoline-5,6-diamine